BrC1=CC2=C(N(C=N2)C2=CC=C(C(=N2)N2N=C3C(=C2C)CN(C3=O)C)C(F)F)C=C1OC1COC1 2-[6-[5-bromo-6-(oxetan-3-yloxy)benzimidazol-1-yl]-3-(difluoromethyl)-2-pyridyl]-3,5-dimethyl-4H-pyrrolo[3,4-c]pyrazol-6-one